2-((1-((tert-butyldiphenylsilyl)oxy)pentan-2-yl)oxy)-9H-purin-6-amine [Si](C1=CC=CC=C1)(C1=CC=CC=C1)(C(C)(C)C)OCC(CCC)OC1=NC(=C2N=CNC2=N1)N